ClC1=CC(=C(C=C1C=O)NC(C)=O)F N-(4-chloro-2-fluoro-5-formyl-phenyl)acetamide